C(#N)CC(O)C1=C(C=C(C2=C1CCO2)C2=CC=C(C=C2)OC(F)(F)F)CNC(C=C)=O N-((4-(2-cyano-1-hydroxyethyl)-7-(4-(trifluoromethoxy)phenyl)-2,3-dihydrobenzofuran-5-yl)methyl)acrylamide